O=C1NC(CCC1C1=NN(C2=C(C=CC=C12)OCC(=O)NC1=C(C2=C(S1)CCCC2)C(=O)OCC)C)=O Ethyl 2-(2-((3-(2,6-dioxopiperidin-3-yl)-1-methyl-1H-indazol-7-yl)oxy)-acetamido)-4,5,6,7-tetrahydrobenzo[b]thiophene-3-carboxylate